4-tert-butylcyclohexane-1,2-dicarboxylic acid disodium salt [Na+].[Na+].C(C)(C)(C)C1CC(C(CC1)C(=O)[O-])C(=O)[O-]